CC1([C@H]2CN([C@@H]([C@@H]12)C(=O)N[C@H](C=O)C[C@H]1C(NCC1)=O)C(=O)C=1NC2=C(C=CC=C2C1)C(F)(F)F)C (1R,2S,5S)-6,6-dimethyl-N-((S)-1-oxo-3-((S)-2-oxopyrrolidin-3-yl)propan-2-yl)-3-(7-(trifluoromethyl)-1H-indole-2-carbonyl)-3-azabicyclo[3.1.0]hexane-2-carboxamide